S1(C=NC=C1)=N thiazoleimine